4-(1H-pyrazol-4-yl)phenyl-2,3-dihydro-1,4-benzodiazepine N1N=CC(=C1)C1=CC=C(C=C1)C1NC2=C(C=NC1)C=CC=C2